O1CCC(CC1)NC=1N=CC2=C(N1)NC=C2C2=CC1=C(C(NCCO1)=O)C=C2 8-(2-((tetrahydro-2H-pyran-4-yl)amino)-7H-pyrrolo[2,3-d]pyrimidin-5-yl)-3,4-dihydrobenzo[f][1,4]oxazepin-5(2H)-one